C(C)(=O)C1=C2CN(C(C2=CC(=C1)C)=O)C1CCC=2C=CC=NC2C1 4-acetyl-6-methyl-2-(5,6,7,8-tetrahydroquinolin-7-yl)isoindolin-1-one